5,5'''-bis(tridecafluorohexyl)-2,2':5',2'':5'',2'''-quaterthiophene FC(C(C(C(C(C1=CC=C(S1)C=1SC(=CC1)C=1SC(=CC1)C=1SC(=CC1)C(C(C(C(C(C(F)(F)F)(F)F)(F)F)(F)F)(F)F)(F)F)(F)F)(F)F)(F)F)(F)F)(C(F)(F)F)F